4,4'-Methylendianilin C(C1=CC=C(N)C=C1)C1=CC=C(N)C=C1